N-(2-(5,6-difluoro-1H-indol-3-yl)ethyl)-N-methylpropan-1-amine FC=1C=C2C(=CNC2=CC1F)CCN(CCC)C